C(C)(C)(C)C=1C(=C(C=C(C1)CCC(=O)OC)N1N=C2C(=N1)C=CC(=C2)Cl)O 2-(3-tert-butyl-2-hydroxy-5-(2-methoxycarbonylethyl)phenyl)-5-chlorobenzotriazole